1-((2S,3R)-1,3-dihydroxybutan-2-yl)-N-((5-phenyl-1,3,4-thiadiazol-2-yl)methyl)-1H-1,2,3-triazole-4-carboxamide OC[C@@H]([C@@H](C)O)N1N=NC(=C1)C(=O)NCC=1SC(=NN1)C1=CC=CC=C1